5-((Benzyloxy)methyl)-2-(1-(2,6-difluoro-4-(hydroxymethyl)phenoxy)-8-((1,1,1-trifluoropropan-2-yl)oxy)isoquinolin-6-yl)-4-ethyl-2,4-dihydro-3H-1,2,4-triazol-3-one C(C1=CC=CC=C1)OCC=1N(C(N(N1)C=1C=C2C=CN=C(C2=C(C1)OC(C(F)(F)F)C)OC1=C(C=C(C=C1F)CO)F)=O)CC